O=C1C(C=CC(C1)=O)C1(N(CC(C(N1F)(F)F)F)C=1C=C(C(=O)[O-])C=CC1OC)F 3-(2,4-dioxo Pentafluorophenyl tetrahydropyrimidin-1(2H)-yl)-4-methoxybenzoate